C(C)(=O)[C@]1([C@H](C(O)O[C@@H]([C@]1(O)C(C)=O)C(O)C(C)=O)N(C)C)O 3,4,6-triacetyl-2-N,N-dimethylglucosamine